FC1=C(C(=CC(=C1)F)C=1C(=NN(C1)C)F)C=1N=C2N(C=CC(=C2)C(=O)OC)C1 Methyl 2-(2,4-difluoro-6-(3-fluoro-1-methyl-1H-pyrazol-4-yl)phenyl)imidazo[1,2-a]pyridine-7-carboxylate